BrC1=CC=C2C(N(C(C2=C1)=O)C1=CC=C(C=C1)Cl)OCC1(CC1)CO 6-bromo-2-(4-chlorophenyl)-3-((1-(hydroxymethyl)cyclopropyl)methoxy)isoindolin-1-one